COC=1C=C2C(=NC=NC2=CC1OC)OC1=CC=C(C=C1)C(C(=O)N)=O 2-(4-((6,7-dimethoxyquinazolin-4-yl)oxy)phenyl)-2-oxoacetamide